3-(5-(((1R,2S)-2-(bis(((1r,4S)-4-methoxycyclohexyl)methyl)amino)cyclohexyl)oxy)-1-oxoisoindolin-2-yl)piperidine-2,6-dione COC1CCC(CC1)CN([C@@H]1[C@@H](CCCC1)OC=1C=C2CN(C(C2=CC1)=O)C1C(NC(CC1)=O)=O)CC1CCC(CC1)OC